FC1=CC=C(C(=N1)C)OC1=C(C(=O)N(C2=CC(=CC=C2)[S@@](=O)NC)C)C(=C(C=N1)C(F)(F)F)C (R)-2-((6-fluoro-2-methylpyridin-3-yl)oxy)-N,4-dimethyl-N-(3-(S-methylamino-sulfinyl)phenyl)-5-(trifluoromethyl)nicotinamide